C1=CC=C(C=C1)CC2=NC(=CN3C2=NC(=C3O)CC4=CC=C(C=C4)OS(=O)(=O)O)C5=CC=C(C=C5)OS(=O)(=O)O The molecule is an aryl sulfate and an imidazopyrazine. It has a role as a luciferin. It derives from an Oplophorus luciferin. It is a conjugate acid of a Watasenia luciferin(2-). It derives from a hydride of an imidazo[1,2-a]pyrazine.